3-(5-[1-[(4S)-4-hydroxy-1-([[4-(4-methyl-1,3-thiazol-5-yl)phenyl]methyl]carbamoyl)pyrrolidin-2-yl]-3-methyl-1-oxobutan-2-yl]-1,2-oxazol-3-yl)propyl 4-methylbenzene-1-sulfonate CC1=CC=C(C=C1)S(=O)(=O)OCCCC1=NOC(=C1)C(C(=O)C1N(C[C@H](C1)O)C(NCC1=CC=C(C=C1)C1=C(N=CS1)C)=O)C(C)C